Cl.Cl.[Ru].N1=C(C=NC=C1)C1=NC=CN=C1.N1=C(C=NC=C1)C1=NC=CN=C1.N1=C(C=NC=C1)C1=NC=CN=C1 tris(2,2'-bipyrazine) ruthenium di(hydrochloride)